(1s,4s)-N1-(2-Chloro-5-(2-(trifluoromethyl)thiazol-4-yl)pyridin-4-yl)-N4-(2,2-difluoroethyl)cyclohexane-1,4-diamine ClC1=NC=C(C(=C1)NC1CCC(CC1)NCC(F)F)C=1N=C(SC1)C(F)(F)F